ClC1=NC=2CCN(C(C2C=C1)=O)CC1=C(C=CC(=C1)OC(F)(F)F)F 2-chloro-6-(2-fluoro-5-(trifluoromethoxy)benzyl)-7,8-dihydro-1,6-naphthyridin-5(6H)-one